CC(CCOC1=C(C=CC=C1)C)C 2-methylphenyl 3-methyl-butyl ether